3-(benzyloxyamino)-2-(biphenyl-4-ylmethyl)propanoic acid C(C1=CC=CC=C1)ONCC(C(=O)O)CC1=CC=C(C=C1)C1=CC=CC=C1